4-methyl-N-(5-methyl-5,6-dihydrobenzo[f][1,2,4]triazolo[4,3-d][1,4]oxazepin-8-yl)benzamide CC1=CC=C(C(=O)NC2=CC=CC=3C=4N(C(COC32)C)C=NN4)C=C1